tert-butyl-(2S,4R)-2-(hydroxymethyl)-4-methylpyrrolidine-1-carboxylate C(C)(C)(C)OC(=O)N1[C@@H](C[C@H](C1)C)CO